7-((2S,5R)-4-(1-(4-fluoro-2-(trifluoromethyl)phenyl)ethyl)-2,5-dimethylpiperazin-1-yl)-3,4-dimethyl-2-(tetrahydro-2H-pyran-2-yl)-2,4-dihydro-5H-pyrazolo[4,3-d]pyrimidin-5-one FC1=CC(=C(C=C1)C(C)N1C[C@@H](N(C[C@H]1C)C=1C=2C(N(C(N1)=O)C)=C(N(N2)C2OCCCC2)C)C)C(F)(F)F